OC1=CCCCC1 1-hydroxycyclohexene